rel-(S)-5-[6-(4-tert-butyl-5-chloro-2-methyl-phenyl)-2-methyl-4-oxo-1H-pyridin-3-yl]oxazolidin-2-one C(C)(C)(C)C1=CC(=C(C=C1Cl)C1=CC(C(=C(N1)C)[C@H]1CNC(O1)=O)=O)C |o1:18|